N12C[C@H](C(CC1)CC2)NC(=O)C2=C(C=CC(=N2)C=2C(=NC=CC2)OCC)N2[C@H](C[C@H](CC2)OC2=C(C=C(C=C2)C(F)(F)F)C#N)CC N-[(3S)-1-azabicyclo[2.2.2]octan-3-yl]-5-[cis-4-[2-cyano-4-(trifluoromethyl)phenoxy]-2-ethylpiperidin-1-yl]-2'-ethoxy-[2,3'-bipyridine]-6-carboxamide